FC1=C(C=CC(=C1)C(C)(C)O)C=1CSC2=CC(=CC=C2C1C1=CC=C(C=C1)O[C@@H]1CN(CC1)CCCF)O 3-[2-Fluoro-4-(1-hydroxy-1-methylethyl)phenyl]-4-[4-[(3S)-1-(3-fluoropropyl)pyrrolidin-3-yl]oxyphenyl]-2H-thiochromen-7-ol